COC1=C(C=CC(=C1)C(F)(F)F)C1=C(C=C(O1)[C@H](O)C1CN2CCC1CC2)C (1R)-(5-(2-methoxy-4-(trifluoromethyl)phenyl)-4-methylfuran-2-yl)(quinuclidin-3-yl)methanol